C(#N)C1=NN(C2=CC=C(C=C12)N(C=1C=CC=C2CN(C(C12)=O)CC(=O)OCC)C)C1OCCCC1 ethyl 2-[7-[(3-cyano-1-tetrahydropyran-2-yl-indazol-5-yl)-methyl-amino]-1-oxo-isoindolin-2-yl]acetate